2-(1,3-dimethoxypropan-2-yl)-6-(4-ethyl-3-(hydroxymethyl)-5-oxo-4,5-dihydro-1H-1,2,4-triazol-1-yl)-7-fluoro-4-isopropylisoquinolin-1(2H)-one COCC(COC)N1C(C2=CC(=C(C=C2C(=C1)C(C)C)N1N=C(N(C1=O)CC)CO)F)=O